C(N1N=C2C(NC=3C2=NC=C(C3)C3=C(N=NN3C)C([2H])([2H])[2H])=C1C(=O)N)([2H])([2H])[2H] 2-(methyl-d3)-6-(1-methyl-4-(methyl-d3)-1H-1,2,3-triazol-5-yl)-2,4-dihydropyrazolo[3',4':4,5]pyrrolo[3,2-b]pyridine-3-carboxamide